6-hydroxy-5-[(4-methoxyphenyl)azo]-2-Naphthalenesulfonic acid, monosodium salt [Na+].OC=1C(=C2C=CC(=CC2=CC1)S(=O)(=O)[O-])N=NC1=CC=C(C=C1)OC